The molecule is conjugate base of cyanidin 3-O-rutinoside 5-O-beta-D-glucoside arising from selective deprotonation of the 7-hydroxy group; major species at pH 7.3. It is a conjugate base of a cyanidin 3-O-rutinoside 5-O-beta-D-glucoside. C[C@H]1[C@@H]([C@H]([C@H]([C@@H](O1)OC[C@@H]2[C@H]([C@@H]([C@H]([C@@H](O2)OC3=C(OC4=CC(=O)C=C(C4=C3)O[C@H]5[C@@H]([C@H]([C@@H]([C@H](O5)CO)O)O)O)C6=CC(=C(C=C6)O)O)O)O)O)O)O)O